CC=1N=C2N(C=C(N=C2C2=CC=C(C=C2)C(F)(F)F)C#N)C1 2-methyl-8-(4-(trifluoromethyl)phenyl)imidazo[1,2-a]pyrazine-6-carbonitrile